CC=C(C(=O)O)C.C(C=C)(=O)OCC ethyl acrylate (methyl methacrylate)